tert-Butyl 4-(4-(2-methoxy-2-oxoethylcarbamoyl)quinolin-6-yl)benzoate COC(CNC(=O)C1=CC=NC2=CC=C(C=C12)C1=CC=C(C(=O)OC(C)(C)C)C=C1)=O